gamma-glycidoxypropyl-dimethyl-methoxysilane C(C1CO1)OCCC[Si](OC)(C)C